3-methyl-4-(2-methyldocosyl)-1-(2,2,6,6-tetramethyl-1-(phenylthio)piperidin-4-yl)pyrrolidine-2,5-dione CC1C(N(C(C1CC(CCCCCCCCCCCCCCCCCCCC)C)=O)C1CC(N(C(C1)(C)C)SC1=CC=CC=C1)(C)C)=O